N-(2-(3-((2-((3S,4R)-3-fluoro-4-hydroxy-3-methylpiperidin-1-yl)pyrimidin-4-yl)amino)-8-((2R,3S)-2-methyl-3-((methylsulfonyl)methyl)azetidin-1-yl)isoquinolin-5-yl)propan-2-yl)acrylamide F[C@]1(CN(CC[C@H]1O)C1=NC=CC(=N1)NC=1N=CC2=C(C=CC(=C2C1)C(C)(C)NC(C=C)=O)N1[C@@H]([C@H](C1)CS(=O)(=O)C)C)C